10-methyl-4b-(3-methyl-1H-indol-2-yl)-11-phenyl-4b,11,11a,12-tetrahydroindeno[2',1':4,5]pyrrolo[1,2-a]indol-12-ol CC1=C2N(C=3C=CC=CC13)C1(C(C2C2=CC=CC=C2)C(C2=CC=CC=C21)O)C=2NC1=CC=CC=C1C2C